imidazo[1,5-a]pyridine-1-carboxamide C=1(N=CN2C1C=CC=C2)C(=O)N